3-methoxy-4-(prop-2-ynylamino)-N-(2,2,2-trifluoroethyl)benzamide COC=1C=C(C(=O)NCC(F)(F)F)C=CC1NCC#C